3-[[2-[4-(4-ethoxy-6-oxo-1H-pyridin-3-yl)-2-fluorophenyl]acetyl]amino]-N-[[(2R)-1-methylpyrrolidin-2-yl]methyl]-5-(trifluoromethyl)benzamide C(C)OC=1C(=CNC(C1)=O)C1=CC(=C(C=C1)CC(=O)NC=1C=C(C(=O)NC[C@@H]2N(CCC2)C)C=C(C1)C(F)(F)F)F